OC(C(=O)[O-])CCCC.[Na+] Sodium hydroxycaproate